CHINOLIN-4-CARBOXAMIDE N1=CC=C(C2=CC=CC=C12)C(=O)N